[Cl-].NC=1C(=CC=2NC3=CC(=C(C=C3N(C2C1)C1=CC=CC=C1)N)C)C 3,7-diamino-2,8-dimethyl-5-phenylphenazine chloride